C1(CC1)C=1N=CN(C1)C1=CC=CC=2C=C(OC21)C(=O)O 7-(4-cyclopropyl-1H-imidazol-1-yl)benzofuran-2-carboxylic acid